C(C)OP(=O)(OCC)ON1N=NC2=C(C1=O)C=CC=C2 3-(diethoxyphosphoryl-oxy)-1,2,3-benzotriazin-4(3H)-one